6-bromo-8-methyl-pyrido[2,3-d]Pyrimidin-7-one BrC1=CC2=C(N=CN=C2)N(C1=O)C